O[C@@H]1C[C@H](N(C1)C([C@H](C(C)(C)C)N1N=NC(=C1)C1=CC=C(C=C1)CO)=O)C(=O)NC (2S,4r)-4-hydroxy-1-[(2S)-2-[4-[4-(hydroxymethyl)phenyl]triazol-1-yl]-3,3-dimethyl-butyryl]-N-methyl-pyrrolidine-2-carboxamide